ClC1=C(C=C2CCN(C2=C1)C1=NC=NC2=CC=C(C=C12)C=1C=C2C(=NC1)NC(C2)=O)F 5-(4-(6-chloro-5-fluoroindolin-1-yl)quinazolin-6-yl)-1,3-dihydro-2H-pyrrolo[2,3-b]pyridin-2-one